COC1=NC=2C=CC3=C(C2N=C1)C1=C(S3)C(NC3(CN1)CC3)=O 3'-methoxy-11',12'-dihydrospiro[cyclopropane-1,10'-[1,4]diazepino[5',6':4,5]thieno[3,2-f]quinoxalin]-8'(9'H)-one